carbamoyloxymethyl-triazole C(N)(=O)OCC=1N=NNC1